CS(=O)(C)=NC1=NC(=CC(=C1)NC(=O)[C@@H]1CC(C2=C1C=NC=1N2N=C(C1)F)(C)C)C(F)(F)F (R)-N-(2-((dimethyl(oxo)-λ6-sulfaneylidene)amino)-6-(trifluoromethyl)pyridin-4-yl)-2-fluoro-8,8-dimethyl-7,8-dihydro-6H-cyclopenta[e]pyrazolo[1,5-a]pyrimidine-6-carboxamide